IC(C(=O)O)CCCCCCCCCCCCCCCC iodooctadecanoic acid